ethyl-(3-benzoyl-2,4,6-trimethylbenzoyl)(phenyl)phosphine oxide C(C)P(C1=CC=CC=C1)(C(C1=C(C(=C(C=C1C)C)C(C1=CC=CC=C1)=O)C)=O)=O